6-((4-(5-(dimethylamino)pyridin-3-yl)-1H-1,2,3-triazol-1-yl)methyl)-1H-indole-1-carboxylic acid tert-butyl ester C(C)(C)(C)OC(=O)N1C=CC2=CC=C(C=C12)CN1N=NC(=C1)C=1C=NC=C(C1)N(C)C